2-fluoro-1-(4-(2-((6-(trifluoromethyl)pyridin-3-yl)oxy)pyridin-3-yl)piperidin-1-yl)prop-2-en-1-one FC(C(=O)N1CCC(CC1)C=1C(=NC=CC1)OC=1C=NC(=CC1)C(F)(F)F)=C